N,N'-bis(2,6-diethylphenyl)carbodiimide C(C)C1=C(C(=CC=C1)CC)N=C=NC1=C(C=CC=C1CC)CC